3-(6-(8-((5-chloro-4-((1-methyl-2-oxoindolin-5-yl)amino)pyrimidin-2-yl)(methyl)amino)-5-azaspiro[3.5]nonan-5-yl)-1-methyl-1H-indazol-3-yl)piperidine-2,6-dione ClC=1C(=NC(=NC1)N(C1CCN(C2(CCC2)C1)C1=CC=C2C(=NN(C2=C1)C)C1C(NC(CC1)=O)=O)C)NC=1C=C2CC(N(C2=CC1)C)=O